ClCC(CCl)(Cl)Cl 1,2,2,3-Tetrachloropropane